C1N(CCC2=CC=CC=C12)CC(CNC(C1=CC(=CC=C1)C1CNCC1)=O)O N-(3-(3,4-dihydroisoquinolin-2(1H)-yl)-2-hydroxypropyl)-3-(pyrrolidin-3-yl)benzamide